OC(CN(CCCCN(CCN1CCN(CC1)CCCCN(CC(CCCCCCCCCC)O)CC(CCCCCCCCCC)O)CC(CCCCCCCCCC)O)CC(CCCCCCCCCC)O)CCCCCCCCCC 1,1'-((4-(4-(2-((4-(bis(2-hydroxydodecyl)amino)butyl)(2-hydroxydodecyl)amino)ethyl)piperazin-1-yl)butyl)azanediyl)bis(dodecan-2-ol)